FC=1C=CC2=C(N=C(N2)C2=NON=C2C)C1F 3-(6,7-difluoro-benzimidazol-2-yl)-4-methyl-1,2,5-oxadiazole